3-methoxy-2-methylethyl-propionic acid COCC(C(=O)O)CCC